3-phenyl-1-propyl-ammonium C1(=CC=CC=C1)CCC[NH3+]